CN(C(OC1=C(C=2OC=3C=C4C(=C(C3C(C2C(=C1OC)CC=C(C)C)=C=O)O)C=CC(O4)(C)C)O)=O)C 5,10-dihydroxy-8-methoxy-2,2-dimethyl-7-(3-methylbut-2-en-1-yl)-6-carbonyl-2H,6H-pyrano[3,2-b]xanthen-9-yl dimethylcarbamate